[Si](C)(C)(C(C)(C)C)OCCC(C)(C)NS(=O)(=O)C1=CC=C(C=C1)[N+](=O)[O-] N-(4-((tert-butyldimethylsilyl)oxy)-2-methylbutan-2-yl)-4-nitrobenzenesulfonamide